OCC(C=O)C1=CC=CC=C1 3-hydroxy-2-phenylpropane-1-one